5-bromo-4-methoxy-N,N-bis[(4-methoxyphenyl)methyl]pyrimidin-2-amine BrC=1C(=NC(=NC1)N(CC1=CC=C(C=C1)OC)CC1=CC=C(C=C1)OC)OC